4-((5-(3-chlorophenyl)-4-morpholino-7H-pyrrolo[2,3-d]pyrimidin-2-yl)amino)-N-methylbenzenesulfonamide ClC=1C=C(C=CC1)C1=CNC=2N=C(N=C(C21)N2CCOCC2)NC2=CC=C(C=C2)S(=O)(=O)NC